CC1=C(C(=C(C=2OC3=C(C(=C(C(=C3C(C12)C1=CC=CC=C1)C)OCCC1CO1)C)C)C)C)OCCC1CO1 1,3,4,5,6,8-hexamethyl-2,7-bis-glycidylmethoxy-9-phenyl-9H-xanthene